FC(C=1N=CC(=NC1)C(=O)NC)F 5-(difluoromethyl)-N-methylpyrazine-2-carboxamide